tert-butyl (1-(5-bromo-6-(4-cyano-3-fluorophenyl)-4-hydroxypyridin-2-yl)piperidin-4-yl)carbamate BrC=1C(=CC(=NC1C1=CC(=C(C=C1)C#N)F)N1CCC(CC1)NC(OC(C)(C)C)=O)O